3-hydroxy-3,4-dihydro-4-oxo-1,2,3-benzotriazine ON1N=NC2=C(C1=O)C=CC=C2